N-(4-amino-1,3-dihydrofuro[3,4-c]pyridin-7-yl)-2-((5S)-2-(8'-fluoro-2'-oxo-1',4'-dihydro-2'H-spiro[cyclopropane-1,3'-quinolin]-6'-yl)-5-methylpiperidin-1-yl)-2-oxoacetamide NC1=NC=C(C2=C1COC2)NC(C(=O)N2C(CC[C@@H](C2)C)C=2C=C1CC3(C(NC1=C(C2)F)=O)CC3)=O